Cl.C=C1C(NC(C(N1)=O)=CC=1N=C(NC1C(C)C)C(CC)C1NCCOC1)=O methylene-6-((5-isopropyl-1-(3-morpholinyl)propylimidazole-4-yl)methylene)piperazine-2,5-dione, hydrochloride